1-(4-((E)-2-(6-((1R,2S)-5'-methoxy-2'-oxospiro[cyclopropane-1,3'-indoline]-2-yl)-1H-indazol-3-yl)vinyl)benzyl)-4-methylpiperidine-4-carbonitrile COC=1C=C2[C@]3(C(NC2=CC1)=O)[C@@H](C3)C3=CC=C1C(=NNC1=C3)/C=C/C3=CC=C(CN1CCC(CC1)(C#N)C)C=C3